CN1CCN(CC1)[C@@H]1C[C@H](C1)NC1=NN2C(C=N1)=C(C=C2)C2=CC=1C(=NC=CN1)N=C2 N-(trans-3-(4-methylpiperazin-1-yl)cyclobutyl)-5-(pyrido[2,3-b]pyrazin-7-yl)pyrrolo[2,1-f][1,2,4]triazin-2-amine